COC=1C=CC=C2C(=C(C=NC12)C#N)N1CCC(CC1)CSC 8-methoxy-4-[4-(methylsulfanyl-methyl)-1-piperidinyl]Quinoline-3-carbonitrile